N(=[N+]=[N-])C1NC2=CC=CC=C2C1ON1C(CCCC1(C)C)(C)C 2-azido-3-(2,2,6,6-tetramethylpiperidinyloxy)indoline